9-methyl-5-(2,3,6-trifluorophenyl)-1,4-dihydrobenzo[d]pyrazolo[3,4-f][1,3]diazepine CC1=CC2=C(N=C(NC3=C2NN=C3)C3=C(C(=CC=C3F)F)F)C=C1